C(=O)(OC(C)(C)C)OC(=O)OC(C)(C)C di-tert.butyl dicarbonate